C[Si]1(O[Si](O[Si](O[Si](O[Si](O[Si](O[Si](O[Si](O[Si](O[Si](O[Si](O1)(C)C)(C)C)(C)C)(C)C)(C)C)(C)C)(C)C)(C)C)(C)C)(C)C)C docosamethylcycloundecasiloxane